tert-butyl N-[1-[4-[[2-butyl-7-[(2,4-dimethoxyphenyl)methylamino]-4-isopropoxy-imidazo[4,5-d]pyridazin-3-yl]methyl]phenyl]-1-methyl-ethyl]carbamate C(CCC)C=1N(C=2C(=C(N=NC2OC(C)C)NCC2=C(C=C(C=C2)OC)OC)N1)CC1=CC=C(C=C1)C(C)(C)NC(OC(C)(C)C)=O